3,3-dicarboxyl-4,4-biphenol C(=O)(O)C1(CC(=CC=C1C1=CC=C(C=C1)O)O)C(=O)O